(2',5'-diphenyl-biphenyl-4-yl)-(4-naphthalen-2-yl-phenyl)-phenanthren-9-yl-amine C1(=CC=CC=C1)C1=C(C=C(C=C1)C1=CC=CC=C1)C1=CC=C(C=C1)N(C=1C2=CC=CC=C2C=2C=CC=CC2C1)C1=CC=C(C=C1)C1=CC2=CC=CC=C2C=C1